O1CCC(CC1)OC=1C=C2C(=CC=NC2=CC1)C(=O)O 6-((tetrahydro-2H-pyran-4-yl)oxy)quinoline-4-carboxylic acid